C1(=CC(=CC=C1)OC1=C(C=C2CCC(C2=C1)O)[N+](=O)[O-])C1=CC=CC=C1 6-([1,1'-biphenyl]-3-yloxy)-5-nitro-2,3-dihydro-1H-inden-1-ol